NC=1N=NC(=CC1C#CC1(CCC(CC1)N1CCC2(CC1)COC1=C3CN(C(C3=CC=C12)=O)C1C(NC(CC1)=O)=O)OC)C1=C(C=CC=C1)O 3-(1'-(4-((3-amino-6-(2-hydroxyphenyl)pyridazin-4-yl)ethynyl)-4-methoxycyclohexyl)-6-oxo-6,8-dihydro-2H,7H-spiro[furo[2,3-e]isoindole-3,4'-piperidin]-7-yl)piperidine-2,6-dione